N-methyl-methylaminium tetrafluoroborate F[B-](F)(F)F.C[NH2+]C